ClC1=NC=C(C=C1C1=NC(=NC(=N1)C1=NC(=CC=C1)C(F)(F)F)NC1=CC(=NC=C1)C(F)(F)F)C 4-(2-chloro-5-methylpyridin-3-yl)-6-(6-(trifluoromethyl)pyridin-2-yl)-N-(2-(trifluoromethyl)pyridin-4-yl)-1,3,5-triazin-2-amine